C(C)N1C=C(C(C2=CC(=C(C=C12)N1CCN(CC1)C)F)=O)C(=O)O 1-ethyl-6-fluoro-7-(4-methylpiperazin-1-yl)-4-oxoquinoline-3-carboxylic acid